C[Si]1(O[Si](O[Si](O1)(CC=C)C)(CC=C)C)CC=C 2,4,6-trimethyl-2,4,6-triallylcyclotrisiloxane